C=1N=CN2C=NC=CC21 imidazo[1,5-c]Pyrimidine